Cl.C(C)C=1C(NC2=CC(=CC=C2C1)C(CC)N1CCNCC1)=O 3-Ethyl-7-(1-(piperazin-1-yl)propyl)quinolin-2(1H)-one hydrochloride